C1(=CC=C(C=C1)CCC1=C(C(NC=N1)=O)O)C1=CC=CC=C1 6-(2-([1,1'-biphenyl]-4-yl)ethyl)-5-hydroxypyrimidin-4(3H)-one